1-(3-((4-(4-chlorophenyl)piperazin-1-yl)methyl)-4-(trifluoromethyl)phenyl)-4-methyl-1,4-diazepane ClC1=CC=C(C=C1)N1CCN(CC1)CC=1C=C(C=CC1C(F)(F)F)N1CCN(CCC1)C